cyclopropyl-(6-methoxy-2-(2-methoxy-7-methylquinoxalin-5-yl)benzo[d]thiazol-4-yl)methanol C1(CC1)C(O)C1=CC(=CC2=C1N=C(S2)C2=C1N=CC(=NC1=CC(=C2)C)OC)OC